FC(C1=NN=C(O1)C1=CN=C(S1)CN(S(=O)(=O)CC)C1=NC=CC(=C1)C)F N-({5-[5-(difluoromethyl)-1,3,4-oxadiazol-2-yl]-1,3-thiazol-2-yl}methyl)-N-(4-methylpyridin-2-yl)ethane-1-sulfonamide